Diethyldithiocarbamic acid sodium salt [Na+].C(C)N(C([S-])=S)CC